(R)-2-((4-(7-((1-((3-acryloylaminopyrrolidin-1-yl)sulfonyl)piperidin-4-yl)methyl)-2,7-diazaspiro[3.5]nonan-2-yl)pyrimidin-5-yl)oxy)-5-fluoro-N,N-diisopropylbenzamide C(C=C)(=O)N[C@H]1CN(CC1)S(=O)(=O)N1CCC(CC1)CN1CCC2(CN(C2)C2=NC=NC=C2OC2=C(C(=O)N(C(C)C)C(C)C)C=C(C=C2)F)CC1